ethyl-5-((4-bromophenyl)oxy)-4-oxo-4H-chromen-2-carboxylic acid C(C)C1=C(OC2=CC=CC(=C2C1=O)OC1=CC=C(C=C1)Br)C(=O)O